COC1=CC=CC(=N1)CC\1N2CCC(/C1=N/NS(=O)(=O)C)CC2 (Z)-N'-(2-((6-methoxypyridin-2-yl)methyl)quinuclidin-3-ylidene)methanesulfonohydrazide